ClC(=O)OC1=CCCC1 cyclopentenyl chloroformate